FC([C@H](CC(=O)O)C1=CC=CC=C1)(F)F (R)-4,4,4-trifluoro-3-phenylbutyric acid